C(N)(OC1C2CNCC12)=O (3-azabicyclo[3.1.0]hex-6-yl) carbamate